C1(=CC=CC=C1)N1C(C=2C=C(C=CC2N2C1=NC=1C=CC=CC1C2=O)C=2C=CC=1N(C3=CC=CC=C3C1C2)C2=CC=CC=C2)=O 6-phenyl-3-(9-phenylcarbazol-3-yl)quinazolino[2,1-b]quinazoline-5,12-dione